3-chloro-7,8-dihydro-1,6-naphthyridine-6(5H)-carboxylic acid tert-butyl ester C(C)(C)(C)OC(=O)N1CC=2C=C(C=NC2CC1)Cl